3-(4-Isobutylphenyl)-1,1-bis(phenylselanyl)butan-2-one C(C(C)C)C1=CC=C(C=C1)C(C(C([Se]C1=CC=CC=C1)[Se]C1=CC=CC=C1)=O)C